2-((4r,5r)-5-aminoazepan-4-yl)-3-bromo-5-chloro-N-(thiophen-2-ylmethyl)thieno[3,2-b]pyridin-7-amine trifluoroacetate FC(C(=O)O)(F)F.N[C@H]1[C@@H](CCNCC1)C1=C(C2=NC(=CC(=C2S1)NCC=1SC=CC1)Cl)Br